2-((4-Methoxyphenyl)amino)-N-(1-methyl-3-(trifluoromethyl)-1H-pyrazol-5-yl)benzamide nickel [Ni].COC1=CC=C(C=C1)NC1=C(C(=O)NC2=CC(=NN2C)C(F)(F)F)C=CC=C1